8-aminoisoquinolin-5-ol NC1=CC=C(C=2C=CN=CC12)O